NC1=CC=C(C=N1)N1CCN(CC1)C1=CC=C(C=N1)CO (6-(4-(6-aminopyridin-3-yl)piperazin-1-yl)pyridin-3-yl)methanol